C(C)(C)(C)OC(=O)NCCOCCOCCOCCN1CCN(CC1)CCOCCOCCOCCNC(OC(C)(C)C)=O tert-butyl N-[2-[2-[2-[2-[4-[2-[2-[2-[2-(tert-butoxycarbonylamino)ethoxy]ethoxy]ethoxy]ethyl]-piperazin-1-yl] ethoxy]ethoxy]ethoxy]ethyl]carbamate